C(CCCCCCCCCCCCCCCCCCC)(=O)OCCCCCC(OC(NCCOCCN(C)C)=O)CCCCCOC(CCCCCCCCCCCCCCCCCCC)=O 2-methyl-9-oxo-11-{5-[(1-oxoicosyl) oxy] pentyl}-2,8-diaza-5,10-dioxahexadecan-16-yl icosanoate